(S)-1-cyano-N-(5-(5-oxo-1,4-diazepan-1-yl)thiazol-2-yl)pyrrolidine-3-carboxamide C(#N)N1C[C@H](CC1)C(=O)NC=1SC(=CN1)N1CCNC(CC1)=O